COC=1C=C(C=C(C1)C=1C=NN(C1)C)[C@@H](C)NC(=O)C1=C(C=CC=C1)CCC(=O)OC methyl 3-[2-[[(1R)-1-[3-methoxy-5-(1-methylpyrazol-4-yl)phenyl]ethyl]carbamoyl]phenyl]propanoate